N1C=C(C2=CC=CC=C12)NC[C@H]1N(CCC2=CC(=C(C=C12)OCC)OC)C=O (S)-1-(((1H-indol-3-yl)amino)methyl)-7-ethoxy-6-methoxy-3,4-dihydroisoquinoline-2(1H)-formaldehyde